rhodium(III) bromide [Rh](Br)(Br)Br